3-((5-(1-(2,2-difluoroethyl)-2-methyl-1H-imidazo[4,5-b]pyridin-6-yl)pyrrolo[2,1-f][1,2,4]triazin-2-yl)amino)-1-methylcyclobutan-1-ol FC(CN1C(=NC2=NC=C(C=C21)C=2C=CN1N=C(N=CC12)NC1CC(C1)(O)C)C)F